lithium trithiophosphate P(=S)([S-])([S-])[O-].[Li+].[Li+].[Li+]